9-chloro-2-((4-(trifluoromethoxy)phenyl)amino)-4H-pyrido[1,2-a]pyrimidin-4-one ClC1=CC=CN2C1=NC(=CC2=O)NC2=CC=C(C=C2)OC(F)(F)F